C(C1=CC=CC=C1)OC(=O)N1CCC(CC1)(C)N1CCN(CC1)C(=O)OC(C)(C)C tert-butyl 4-(1-benzyloxycarbonyl-4-methyl-4-piperidyl)piperazine-1-carboxylate